[2-(CYCLOPENTYLOXY)PHENYL]BORANEDIOL C1(CCCC1)OC1=C(C=CC=C1)B(O)O